C(CC)N1C(=NC=2N=C(NC2C1=O)C=1C=NN(C1)CC1=CC(=CC=C1)C(F)(F)F)CCC 1,2-dipropyl-8-[1-(3-trifluoromethyl-benzyl)-1H-pyrazol-4-yl]-1,7-dihydro-purin-6-one